tert-butyl 1-(((tert-butyldimethylsilyl)oxy)methyl)-7-azabicyclo[2.2.1]heptane-7-carboxylate [Si](C)(C)(C(C)(C)C)OCC12CCC(CC1)N2C(=O)OC(C)(C)C